C(C)C1C(CCCC1)OC(C=C)=O acrylic acid 2-ethylcyclohexyl ester